COC(=O)C=1OC=CC(C1)=O 4-oxo-4H-pyran-2-carboxylic acid methyl ester